N-[(6-Amino-2-pyridyl)sulfonyl]-2-[(2S,5S)-2,5-dimethylpyrrolidin-1-yl]-6-(3-fluoro-5-isobutoxyphenyl)pyridin-3-carboxamid NC1=CC=CC(=N1)S(=O)(=O)NC(=O)C=1C(=NC(=CC1)C1=CC(=CC(=C1)OCC(C)C)F)N1[C@H](CC[C@@H]1C)C